C(#N)C1(CN(C1)C(=O)OC(C)(C)C)N(C(CNC1CCC(CC1)C)=O)CC1=CC(=C(C=C1)F)F tert-butyl 3-cyano-3-{N-[(3,4-difluorophenyl)methyl]-2-{[(1r,4r)-4-methylcyclohexyl]amino} acetamido}azetidine-1-carboxylate